5-Indanol C1CCC2=CC(=CC=C12)O